(2-((3-((Dimethylamino)methyl)-4-(tetrahydrofuran-3-yl)phenyl)amino)-8-(4-methylpyridin-3-yl)quinazoline-5-yl)carbamic acid tert-butyl ester C(C)(C)(C)OC(NC1=C2C=NC(=NC2=C(C=C1)C=1C=NC=CC1C)NC1=CC(=C(C=C1)C1COCC1)CN(C)C)=O